[Si](C1=CC=CC=C1)(C1=CC=CC=C1)(C(C)(C)C)OC1CC(CC1)(C(=O)OC)C methyl 3-((tert-butyldiphenylsilyl) oxy)-1-methylcyclopentane-1-carboxylate